C1(=CC=CC=C1)C=1CCC=CCCC1 5-phenyl-1,5-cyclooctadiene